(1R,5S) or (1S,5R)-3-(8-cyanoquinolin-5-yl)-N-(trans-3-morpholino-cyclobutyl)-5-(trifluoromethyl)-3-azabicyclo[3.1.0]hexane-1-carboxamide C(#N)C=1C=CC(=C2C=CC=NC12)N1C[C@]2(C[C@]2(C1)C(F)(F)F)C(=O)N[C@@H]1C[C@H](C1)N1CCOCC1 |o1:14,16|